2-({6-[(1,3-Benzothiazol-2-yl)amino]-5-methylpyridazin-3-yl}(methyl)amino)-5-cyclopentyl-1,3-thiazole-4-carboxylic acid S1C(=NC2=C1C=CC=C2)NC2=C(C=C(N=N2)N(C=2SC(=C(N2)C(=O)O)C2CCCC2)C)C